C(C)(C)(C)C=1SC=CC1N tert-butyl-3-aminothiophene